(2S)-1-((6,6-bis(octyloxy)hexanoyl)oxy)pentadecan-3-yl-1-methylpyrrolidine-2-carboxylate C(CCCCCCC)OC(CCCCC(=O)OCCC(CCCCCCCCCCCC)OC(=O)[C@H]1N(CCC1)C)OCCCCCCCC